N1=C(N=CC=C1)N1C=CC2=C(C=CC=C12)OC 1-(2-pyrimidyl)-4-methoxyindole